ClC=1C(=C(C=C2C=C(N=CC12)NC(=O)[C@H]1[C@@H](C1)C#N)C=1C=NC=CC1C)F |r| (±)-trans-N-[8-chloro-7-fluoro-6-(4-methyl-3-pyridyl)-3-isoquinolinyl]-2-cyano-cyclopropanecarboxamide